C1(CC1)C=1N=NN(C1)[C@H](C(=O)N1[C@@H](C[C@H](C1)O)C(=O)NCC=1N=C2N(C=CC=C2F)C1)C(C)(C)C (2S,4r)-1-[(2S)-2-(4-cyclopropyl-triazol-1-yl)-3,3-dimethyl-butyryl]-N-[(8-fluoroimidazo[1,2-a]pyridin-2-yl)methyl]-4-hydroxy-pyrrolidine-2-carboxamide